C(C)(C)(C)C=1SC(=CN1)C1=NN(C(=C1C1CCC1)NC(=O)C1CC(C1)(F)F)C N-(3-(2-(tert-butyl)thiazol-5-yl)-4-cyclobutyl-1-methyl-1H-pyrazol-5-yl)-3,3-difluorocyclobutane-1-carboxamide